ClC=1N=C(C2=C(N1)C(=C(N=C2)Cl)F)N2C[C@@](CCC2)(O)CF (R)-1-(2,7-dichloro-8-fluoropyrido[4,3-d]pyrimidin-4-yl)-3-(fluoromethyl)piperidin-3-ol